C(C)(C)(C)OC(N[C@H](C(=O)N(C)OC)CC1=C(C=CC=C1)Cl)=O (S)-(3-(2-chlorophenyl)-1-(methoxy(methyl)amino)-1-oxopropan-2-yl)carbamic acid tert-butyl ester